C(C1=CC=CC=C1)SC=1C=C(C=C2C(=NNC12)C(=O)OC)C methyl 7-(benzylthio)-5-methyl-1H-indazole-3-carboxylate